4-bromo-2-methyl-1,8-naphthyridine BrC1=CC(=NC2=NC=CC=C12)C